ClC1=C(C(=CC=C1)Cl)NC1=C(C=CC=C1)CC(=O)N[C@@H](CC1=CN=C[NH2+]1)C=O (S)-5-(2-(2-(2-((2,6-dichlorophenyl)amino)phenyl)acetamido)-3-oxopropyl)-1H-imidazol-1-ium